tert-butyl 6-[7-[4-fluoro-2-(2-methoxyethoxy) phenyl]-6-(7-prop-2-enoyl-6,8-dihydro-5H-imidazo[1,2-a]pyrazin-2-yl) thieno[3,2-c]pyridin-4-yl]-3,4-dihydro-1H-isoquinoline-2-carboxylate FC1=CC(=C(C=C1)C=1C2=C(C(=NC1C=1N=C3N(CCN(C3)C(C=C)=O)C1)C=1C=C3CCN(CC3=CC1)C(=O)OC(C)(C)C)C=CS2)OCCOC